ClC1=C(C=CC=C1NC(=S)SC(C)C)B(O)O (2-chloro-3-(((isopropylthio)carbonothioyl)amino)phenyl)boronic acid